1-(2,2-difluorocyclopropyl)-3-(5-((R)-2-(2,5-difluorophenyl)pyrrolidin-1-yl)-2-fluoropyrazolo[1,5-a]pyrimidin-3-yl)urea FC1(C(C1)NC(=O)NC=1C(=NN2C1N=C(C=C2)N2[C@H](CCC2)C2=C(C=CC(=C2)F)F)F)F